3,5,3'-trifluoro-biphenyl-4-ol FC=1C=C(C=C(C1O)F)C1=CC(=CC=C1)F